6-fluoro-3,3-dimethoxyindolin-2-one FC1=CC=C2C(C(NC2=C1)=O)(OC)OC